((1-benzyl-4-fluoropiperidin-4-yl)methyl)-5-(piperidin-4-yl)-2,3-dihydro-1H-inden-1-one C(C1=CC=CC=C1)N1CCC(CC1)(F)CC1C(C2=CC=C(C=C2C1)C1CCNCC1)=O